C(C)C1(C=CC=C1)[Pt](C)(C)C (ethylcyclopentadienyl)trimethylplatinum(IV)